2-(1-(5-chloropyrimidin-2-yl)piperidin-4-yl)ethan-1-ol tert-butyl-[4-(4,4,5,5-tetramethyl-1,3,2-dioxaborolan-2-yl)-1H-pyrazol-1-yl]acetate C(C)(C)(C)C(C(=O)OCCC1CCN(CC1)C1=NC=C(C=N1)Cl)N1N=CC(=C1)B1OC(C(O1)(C)C)(C)C